CC1=CC2=C(NC=N2)C=C1C(=O)N[C@H](C)C1=CC(=CC=C1)C=1SC(=CC1)CN1CCCC1 (R)-5-Methyl-N-(1-(3-(5-(pyrrolidin-1-ylmethyl)thiophen-2-yl)phenyl)ethyl)-1H-benzo[d]imidazole-6-carboxamide